N[C@@H]([C@@H](C(=O)N[C@H](C(=O)O)CC1=CC(=CC=C1)OC(F)(F)F)O)CC1=CC=CC=C1 (S)-2-((2S,3R)-3-amino-2-hydroxy-4-phenylbutanamido)-3-(3-(trifluoromethoxy)phenyl)propanoic acid